1-(3,4-xylyl)-1-methylhydrazine C1(=CC(=C(C=C1)C)C)N(N)C